BrC1=CC(=C(C(=O)O)C=C1)N1CCC(CC1)CC=C 4-bromo-2-(4-allylpiperidinyl)benzoic acid